7-Methoxy-3-methyl-8-(1-methyl-1H-pyrazol-4-yl)-1-(1H-pyrrolo[2,3-b]pyridin-6-yl)1,3-dihydroimidazo-[4,5-c]quinolin-2-one COC=1C(=CC=2C3=C(C=NC2C1)N(C(N3C3=CC=C1C(=N3)NC=C1)=O)C)C=1C=NN(C1)C